prop-2-en-1-yl (3R)-3-[1-(tert-butoxycarbonyl)azetidin-3-yl]piperidine-1-carboxylate C(C)(C)(C)OC(=O)N1CC(C1)[C@@H]1CN(CCC1)C(=O)OCC=C